ClC1=NC=CC(=C1Cl)C1=NC(=C(C=C1)CN(C(OC(C)(C)C)=O)C[C@H]1NC(CC1)=O)OC tert-butyl (S)-((2',3'-Dichloro-6-methoxy-[2,4'-bipyridin]-5-yl)-methyl)-((5-oxopyrrolidin-2-yl)-methyl)-carbamate